(1S,3R,4S)-N-((S)-1-cyano-2-((S)-2-oxopyrrolidin-3-yl)ethyl)-5,5-difluoro-2-(4-methoxy-1H-indole-2-carbonyl)-2-azabicyclo[2.2.2]octane-3-carboxamide C(#N)[C@H](C[C@H]1C(NCC1)=O)NC(=O)[C@@H]1N([C@@H]2CC([C@H]1CC2)(F)F)C(=O)C=2NC1=CC=CC(=C1C2)OC